COC1(CC=CC(=C1)C)O 1-methoxy-5-methylphenol